ClC1=CC(=C(C=C1)C=1C2=C(NC([C@H](N1)CC(=O)OC(C)(C)C)=O)SC(=C2C)C)F |r| racemic-tert-butyl 2-(5-(4-chloro-2-fluorophenyl)-6,7-dimethyl-2-oxo-2,3-dihydro-1H-thieno[2,3-e][1,4]diazepin-3-yl)acetate